2-(3-(4,4,5,5-tetramethyl-1,3,2-dioxaborolan-2-yl)-5-(triphenylsilyl)phenyl)pyridine CC1(OB(OC1(C)C)C=1C=C(C=C(C1)[Si](C1=CC=CC=C1)(C1=CC=CC=C1)C1=CC=CC=C1)C1=NC=CC=C1)C